6-(2,8-Dimethylimidazo[1,2-a]pyridin-6-yl)-4-fluoro-N-methyl-N-(2,2,6,6-tetramethylpiperidin-4-yl)-1,3-benzothiazol-2-amin CC=1N=C2N(C=C(C=C2C)C2=CC3=C(N=C(S3)N(C3CC(NC(C3)(C)C)(C)C)C)C(=C2)F)C1